C(C)(=O)O[C@@H](COC(C)=O)[C@H]1OC([C@@H]([C@@H]1OC(C)=O)OC(C)=O)OC(C)=O acetic acid [(2S)-2-acetoxy-2-[(2R,3R,4R)-3,4,5-triacetoxy-tetrahydrofuran-2-yl] ethyl] ester